O=C1NC(CCC1N1C(C2=CC=CC(=C2C1=O)O)=O)=O 2-(2,6-Dioxo-3-piperidinyl)-4-hydroxyisoindoline-1,3-dione